[NH4+].N[C@H](C(=O)O)CCPC (2S)-2-amino-4-(methylphosphino)butanoic acid ammonium